Methyl 5-amino-2'-(4-methyl-4H-1,2,4-triazol-3-yl)-[1,1'-biphenyl]-3-carboxylate NC=1C=C(C=C(C1)C1=C(C=CC=C1)C1=NN=CN1C)C(=O)OC